C(C)(=O)C1CC=C(CC1)C 4-acetyl-1-methylcyclohexene